tert-butyl (1S,2S,5R)-2-((R)-1-((7-chloro-8-fluoro-2-(methylthio)-4-oxo-3,4-dihydropyrido[4,3-d]pyrimidin-5-yl)oxy)-2,2,2-trifluoroethyl)-3,8-diazabicyclo[3.2.1]octane-8-carboxylate ClC1=C(C=2N=C(NC(C2C(=N1)O[C@@H](C(F)(F)F)[C@@H]1[C@@H]2CC[C@H](CN1)N2C(=O)OC(C)(C)C)=O)SC)F